(Z)-3-methyl-N'-(1-(naphthalen-2-yl)ethylidene)benzohydrazide CC=1C=C(C(=O)N\N=C(\C)/C2=CC3=CC=CC=C3C=C2)C=CC1